C(C)(C)(C)OC(=O)NC1CCN(CC12CC2)C2=CC=C(C=1N=CC=NC21)C(=O)OC methyl 8-[8-(tert-butoxycarbonylamino)-5-azaspiro[2.5]octan-5-yl]quinoxaline-5-carboxylate